N-[4-(4-aminopiperidine-1-carbonyl)-3-pyrrolidin-1-ylphenyl]cyclopropanecarboxamide NC1CCN(CC1)C(=O)C1=C(C=C(C=C1)NC(=O)C1CC1)N1CCCC1